4-(1-benzyl-5-methyl-1H-pyrazol-4-yl)aniline C(C1=CC=CC=C1)N1N=CC(=C1C)C1=CC=C(N)C=C1